COC(=O)C=1OC(=CC1)CSC(C)C 5-(isopropylthiomethyl)furan-2-carboxylic acid methyl ester